C(C)N1C=NC=C1CN1C(=NC2=C1C=C(C=C2)C(=O)OC)CN2CCC(CC2)C2=NN(C=C2)OCC2=CC=C(C=C2)F methyl 1-[(1-ethyl-1H-imidazol-5-yl)methyl]-2-[(4-{1-[(4-fluorophenyl)methoxy]-1H-pyrazol-3-yl}piperidin-1-yl)methyl]-1H-benzimidazole-6-carboxylate